[C].C1(=CC=C(C=C1)C)C para-xylene carbon